NC(C1=CC=CC=C1)(C1=CC=CC=C1)N diamino-diphenylmethane